N1(C=CC2=CC=CC=C12)C1=C(N)C=CC=C1 2-(1H-indole-1-yl)aniline